C(C)(C)(C)C1=NN2C(N(C3=C(C2=O)CN(C3=O)[C@@H](COC)C)CC(=O)O)=C1 |r| {2-tert-butyl-6-[(±)-1-methoxypropan-2-yl]-5,8-dioxo-5,6,7,8-tetrahydro-4H-pyrazolo[1,5-a]pyrrolo[3,4-d]pyrimidin-4-yl}acetic acid